2-(tert-butyl)-N-(2,3-difluoro-4-(6-(1-methyl-1H-pyrazol-4-yl)pyrazolo[1,5-a]pyrazin-4-yl)benzyl)-2H-tetrazole-5-carboxamide C(C)(C)(C)N1N=C(N=N1)C(=O)NCC1=C(C(=C(C=C1)C=1C=2N(C=C(N1)C=1C=NN(C1)C)N=CC2)F)F